C(C)(C)(C)OC(=O)N1[C@H](C=2C(CC1)=NN(C2N2C(NC=C2)=O)C2=CC(=C(C(=C2)C)F)C)C (4S)-2-(4-fluoro-3,5-dimethylphenyl)-4-methyl-3-(2-oxo-1H-imidazol-3-yl)-6,7-dihydro-4H-pyrazolo[4,3-c]Pyridine-5-carboxylic acid tert-butyl ester